OC1=C2CN(C(C2=C(C=C1)C)=O)C 4-hydroxy-2,7-dimethyl-isoindolin-1-one